(2R)-2-Amino-4-[[3-[[4-[4-[6-chloro-4-(trifluoromethyl)-2-pyridyl]piperazin-1-yl]sulfonylphenyl]carbamoyl]phenyl]methylamino]butanoic acid N[C@@H](C(=O)O)CCNCC1=CC(=CC=C1)C(NC1=CC=C(C=C1)S(=O)(=O)N1CCN(CC1)C1=NC(=CC(=C1)C(F)(F)F)Cl)=O